tert-Butyl 2-(2-cyanophenyl)-2,8-diazaspiro[4.5]decane-8-carboxylate C(#N)C1=C(C=CC=C1)N1CC2(CC1)CCN(CC2)C(=O)OC(C)(C)C